4-(5-acetyl-2-(2,4-difluorophenoxy)phenyl)-6-methyl-2-(3-methyl-1,2,4-oxadiazol-5-yl)thieno[2,3-c]Pyridin-7(6H)-one C(C)(=O)C=1C=CC(=C(C1)C=1C2=C(C(N(C1)C)=O)SC(=C2)C2=NC(=NO2)C)OC2=C(C=C(C=C2)F)F